C(C1=CC=CC=C1)(=O)[O-].C(C1=CC=CC=C1)[NH2+]CC1=CC=CC=C1 Dibenzyl-ammonium benzoate